CC1=C2C(=CC=3C=4C=C(C=CC4N(C13)C)OC[C@@H](C)N(C)C)C=NC=C2 (R)-1-((5,6-dimethyl-6H-pyrido[4,3-b]carbazol-9-yl)oxy)-N,N-dimethylpropan-2-amine